CC1C(OOCCCCC1)(C)C trimethyldioxa-cyclononane